(3s,6s)-3,6-octanediol CC[C@@H](CC[C@H](CC)O)O